5-bromo-2-methoxy-3-[(methoxymethoxy)methyl]pyrazine BrC=1N=C(C(=NC1)OC)COCOC